(3E)-3-[2-(dimethylamino)ethylidene]-4-methyl-1-[4-({3-methyl-4-[(1-methyl-1,2,3-benzotriazol-5-yl)oxy]phenyl}amino)pyrido[3,4-d]pyrimidin-6-yl]pyrrolidin-2-one CN(C\C=C/1\C(N(CC1C)C1=CC2=C(N=CN=C2NC2=CC(=C(C=C2)OC2=CC3=C(N(N=N3)C)C=C2)C)C=N1)=O)C